vinyl acetate 2-ethylhexyl-acrylate C(C)C(COC(C=C)=O)CCCC.C(C)(=O)OC=C